(E)-(1-(2-(5-cyclopropyl-3-(3,5-dichloropyridin-4-yl)isoxazol-4-yl)vinyl)-2-oxabicyclo[2.2.2]octan-4-yl)methyl 4-methylbenzenesulfonate CC1=CC=C(C=C1)S(=O)(=O)OCC12COC(CC1)(CC2)\C=C\C=2C(=NOC2C2CC2)C2=C(C=NC=C2Cl)Cl